CC=1N(C(=CC1)C)C(C)C 2-(2,5-dimethyl-1H-pyrrol-1-yl)propan